trans-1,2-cyclopropanedicarboxylic acid diethyl ester C(C)OC(=O)[C@H]1[C@@H](C1)C(=O)OCC